C(C)(C)(C)OC(=O)N1C[C@H](OC[C@@H]1C(C)C)CO (2S,5S)-2-(hydroxymethyl)-5-(propan-2-yl)morpholine-4-carboxylic acid tert-butyl ester